5-(3-chlorophenyl)-6-ethylpyrimidin-4-amine ClC=1C=C(C=CC1)C=1C(=NC=NC1CC)N